methyl (1r,4r)-2'-(1-benzyl-1,2,3,6-tetrahydropyridin-4-yl)-4-(3-chloroanilino)spiro[cyclohexane-1,1'-indene]-4-carboxylate C(C1=CC=CC=C1)N1CCC(=CC1)C=1C2(C3=CC=CC=C3C1)CCC(CC2)(C(=O)OC)NC2=CC(=CC=C2)Cl